C(=C)[NH-] N-VINYLAMIDE